ClC1=CC=C2C(=CNC2=C1C#N)S(=O)(=O)NC1=NC(=C(C(=N1)OC)OC(F)F)OC 6-chloro-7-cyano-N-[5-(difluoromethoxy)-4,6-dimethoxy-pyrimidin-2-yl]-1H-indole-3-sulfonamide